(1S,2S)-N-(6-(5-chloro-6-fluoro-7-((S)-3-hydroxypyrrolidin-1-yl)-1H-indazol-4-yl)imidazo[1,2-a]pyrazin-2-yl)-2-fluorocyclopropane-1-carboxamide ClC=1C(=C2C=NNC2=C(C1F)N1C[C@H](CC1)O)C=1N=CC=2N(C1)C=C(N2)NC(=O)[C@H]2[C@H](C2)F